α-butyl-α,2-dimethyl-1,3-dioxolan-2-octanol C(CCC)C(CCCCCCCC1(OCCO1)C)(O)C